2-(4-chlorophenyl)-2-((phenylseleno)methyl)-2,3-dihydrobenzofuran ClC1=CC=C(C=C1)C1(OC2=C(C1)C=CC=C2)C[Se]C2=CC=CC=C2